racemic-phytol CC(C)CCC[C@@H](C)CCC[C@@H](C)CCC\C(\C)=C\CO |r|